BrC=1C=C(C2=C(N(C(=N2)C(C)=O)C(C)C)C1)F 1-[6-bromo-4-fluoro-1-(propan-2-yl)-1H-benzimidazol-2-yl]ethan-1-one